S1C=CC=2CN(CCC21)CC=2C=C1CN(CC1=CC2)N2C(NC(CC2)=O)=O 5-((6,7-dihydrothieno[3,2-c]pyridin-5(4H)-yl)methyl)-2-(2,4-dioxotetrahydropyrimidin-1(2H)-yl)isoindoline